5-{1-[Ethyl-(4-methoxy-phenyl)-carbamoyl]-piperidin-4-carbonyl}-1-methyl-1H-indol C(C)N(C(=O)N1CCC(CC1)C(=O)C=1C=C2C=CN(C2=CC1)C)C1=CC=C(C=C1)OC